CCCCC[C@@H](/C=C/[C@H]1[C@H]2C[C@@H]([C@@H]1C/C=C\\CCCC(=O)O[C@H](CO)COP(=O)(O)OCCN)OO2)O The molecule is a 2-acyl-sn-glycero-3-phosphoethanolamine in which the acyl group is specified as (9S,11R)-epidioxy-(15S)-hydroxy-(5Z,13E)-prostadienoyl. It has a role as a human xenobiotic metabolite and a mouse metabolite. It is a 2-acyl-sn-glycero-3-phosphoethanolamine, a prostanoid and a secondary allylic alcohol. It derives from a prostaglandin H2. It is a tautomer of a 2-[(9S,11R)-epidioxy-(15S)-hydroxy-(5Z,13E)-prostadienoyl]-sn-glycero-3-phosphoethanolamine zwitterion.